NC1C2CN(CC1CC2)C=2C1=C(N=C(N2)OC[C@H]2N(CCC2)C)C(=C(N=C1)C1=CC(=CC2=CC=CC=C12)O)F 4-(4-(8-syn-amino-3-azabicyclo[3.2.1]octan-3-yl)-8-fluoro-2-(((S)-1-methylpyrrolidin-2-yl)methoxy)pyrido[4,3-d]pyrimidin-7-yl)naphthalen-2-ol